ClC1=C2CCN(C(C2=C(C(=C1)F)OCC=1N=NN(C1C(F)F)C)CN1C(C2=CC=CC=C2C1=O)=O)C(=O)OC(C)(C)C tert-butyl 5-chloro-8-((5-(difluoromethyl)-1-methyl-1H-1,2,3-triazol-4-yl) methoxy)-1-((1,3-dioxoisoindolin-2-yl) methyl)-7-fluoro-3,4-dihydroisoquinoline-2(1H)-carboxylate